COC=1C=C(C=CC1OC1CC(C1)N(C)C)NC1=NC=CC(=N1)NC=1C=NC2=CC=C(C=C2C1)C#N 3-(2-{3-methoxy-4-[(1s,3s)-3-(dimethylamino)cyclobutoxy]phenylamino}-4-pyrimidinylamino)-6-quinolinecarbonitrile